FC1=C(N=CC2=C1N=C(N=C2N2CC(CCC2)(O)C)OCC21CCCN1CCC2)C2=CC=CC1=CC=CC(=C21)C#C[Si](C(C)C)(C(C)C)C(C)C 1-(8-fluoro-2-((hexahydro-1H-pyrrolizin-7a-yl)methoxy)-7-(8-((triisopropylsilyl)ethynyl)naphthalen-1-yl)pyrido[4,3-d]pyrimidin-4-yl)-3-methylpiperidin-3-ol